The molecule is a beta-triketone that is 2-benzoylcyclohexane-1,3-dione in which the benzoyl group is substituted at positions 2, 3, and 4 by chlorine, (tetrahydrofuran-2-ylmethoxy)methyl, and methylsulfonyl groups, respectively. It is a sulfone, a member of monochlorobenzenes, an ether, an aromatic ketone, a member of cyclohexanones, a member of oxolanes and a beta-triketone. CS(=O)(=O)C1=C(C(=C(C=C1)C(=O)C2C(=O)CCCC2=O)Cl)COCC3CCCO3